4,5-Dibromo-1-ethyl-1H-1,2,3-triazole BrC=1N=NN(C1Br)CC